C(#N)C1=CC(=C(C(=C1)C(C)C)NC(=O)N=S(=O)(N)C1=CC(=C(C=C1)C(C)(C)O)CO)C(C)C N'-((4-cyano-2,6-diisopropylphenyl)carbamoyl)-3-(hydroxymethyl)-4-(2-hydroxypropan-2-yl)benzenesulfonimidamide